NC1CCC(CC1)CNC1=C(C(=C(C=C1)N1CC(OC(C1)C)C)F)C N-(((1r,4r)-4-aminocyclohexyl)methyl)-4-(2,6-dimethylmorpholino)-3-fluoro-2-methylaniline